NC1=NC2=C(C=3N1N=C(N3)C=3OC=CC3)C=NN2C(C(=O)NCC2OCCC2)(C)C2=CC=CC=C2 2-(5-amino-2-(furan-2-yl)-7H-pyrazolo[4,3-e][1,2,4]triazolo[1,5-c]pyrimidin-7-yl)-2-phenyl-N-((tetrahydrofuran-2-yl)methyl)propanamide